2-phenylimino-1-phenyl-4-p-tolylthiazole C1(=CC=CC=C1)N=C1S(C=C(N1)C1=CC=C(C=C1)C)C1=CC=CC=C1